N1(C=NC=C1)C(=O)NC1=NC(N(C=C1)C1=CC=C(C=C1)CC(CCC)N1CC2C(C2C1)CNC(OC(C)(C)C)=O)=O tert-butyl ((exo-3-(1-(4-(4-(1H-imidazole-1-carboxamido)-2-oxopyrimidin-1(2H)-yl)phenyl)pentan-2-yl)-3-azabicyclo[3.1.0]hexan-6-yl)methyl)carbamate